OC1(COC1)C1=CC=C(C=C1)C(=O)N1CCC(CC1)OC1=CC=C(C=C1)OC(F)(F)F (4-(3-hydroxyoxetan-3-yl)phenyl)(4-(4-(trifluoromethoxy)phenoxy)piperidin-1-yl)methanone